C(C)OC1=CC=C(C=N1)C1=CC(=NC2=C(N=CC=C12)C1=CC=NN1)N1CCOCC1 4-(6-ethoxypyridin-3-yl)-2-(morpholin-4-yl)-8-(1H-pyrazol-5-yl)-1,7-naphthyridine